COC1=CC=C(COC(C2=CC=C(C=C2)Cl)=O)C=C1.C(N)(O)=O carbamic acid p-methoxybenzyl-p-chlorobenzoate